BrC1=CC=C(C=C1)N1C(C(=CC2=C1N=C(N=C2)SC)C2=CC=C(C=C2)OC)=O 8-(4-bromophenyl)-6-(4-methoxyphenyl)-2-(methylthio)pyrido[2,3-d]pyrimidin-7(8H)-one